cyclopropyl-7-fluoro-6-(r-isobutyl-[1,4'-bipiperidin]-4-yl)-2-(4-(methylsulfonyl)phenyl)-1H-benzo[d]imidazole C1(CC1)N1C(=NC2=C1C(=C(C=C2)C2C[C@H](N(CC2)C2CCNCC2)CC(C)C)F)C2=CC=C(C=C2)S(=O)(=O)C